[6-[(3aS,7R,7aS)-2,2-dimethyl-7-methylsulfonyloxy-4,6,7,7a-tetrahydro-3aH-[1,3]dioxolo[4,5-c]pyridin-5-yl]-6-oxo-hexyl] benzoate C(C1=CC=CC=C1)(=O)OCCCCCC(=O)N1C[C@H]2[C@@H]([C@@H](C1)OS(=O)(=O)C)OC(O2)(C)C